ClC(=C(C=O)C1=C(C=CC=C1)F)C1=CC=CC=C1 3-chloro-2-(2-fluorophenyl)-3-phenylacrylaldehyde